4-(benzyloxy)-8-(1,5-dimethyl-6-(trifluoromethyl)-1H-indazol-7-yl)-2-(((2R,7aS)-2-fluorotetrahydro-1H-pyrrolizin-7a(5H)-yl)methoxy)pyrido[4',3':4,5]thieno[2,3-d]pyrimidine C(C1=CC=CC=C1)OC=1C2=C(N=C(N1)OC[C@]13CCCN3C[C@@H](C1)F)SC1=C2C=CN=C1C=1C(=C(C=C2C=NN(C12)C)C)C(F)(F)F